C=12OC(=C3C=CC=CC13)C2 methanoisobenzofuran